4-oxo-1-((tetrahydro-2H-pyran-4-yl)methyl)-5-(p-tolyl)-1,4-dihydropyridine-3-carboxamide O=C1C(=CN(C=C1C1=CC=C(C=C1)C)CC1CCOCC1)C(=O)N